C(C)(C)(C)N1CCC(CC1)=O tert-butyl-4-piperidone